3-amino-5-bromo-2-(methylamino)benzonitrile NC=1C(=C(C#N)C=C(C1)Br)NC